1-(5-(4-(imidazo[1,2-a]pyridin-8-yl)phenyl)-1-methyl-1H-pyrazol-3-yl)-3-(4-((4-methylpiperazin-1-yl)methyl)-3-(trifluoromethyl)phenyl)urea N=1C=CN2C1C(=CC=C2)C2=CC=C(C=C2)C2=CC(=NN2C)NC(=O)NC2=CC(=C(C=C2)CN2CCN(CC2)C)C(F)(F)F